(5e)-acetone CC(=O)C